C(C)N(C1=CC=C(C=C1)C1(OC(=O)C2=CC=CC=C12)C1=C(N(C2=CC=CC=C12)CC)C)CC 3-(4-diethylaminophenyl)-3-(1-ethyl-2-methyl-3-Indolyl)phthalide